N-[6-methoxy-2-(piperidin-4-yl)indazol-5-yl]-6-(trifluoromethyl)pyridine-2-carboxamide COC=1C(=CC2=CN(N=C2C1)C1CCNCC1)NC(=O)C1=NC(=CC=C1)C(F)(F)F